COC=1C(=C2C=CNC2=C(C1)C)CN1C(C(N(CC1)C)=O)C1=CC=C(C(=O)O)C=C1 4-(1-((5-methoxy-7-methyl-1H-indol-4-yl)methyl)-4-methyl-3-oxopiperazin-2-yl)benzoic acid